ethyl-[di(propan-2-yl)]Amine C(C)N(C(C)C)C(C)C